(7-(2-(4-(6-fluorobenzothiophen-4-yl)piperazin-1-yl)ethyl)-2-oxo-3,4-dihydroquinoline-1(2H)-yl)methyl ethyl carbonate C(OCN1C(CCC2=CC=C(C=C12)CCN1CCN(CC1)C1=CC(=CC2=C1C=CS2)F)=O)(OCC)=O